(S)-4-(4-(4-ethylpiperazin-1-yl)-[1,4'-bipiperidin]-1'-yl)-3-((3-fluoro-4-(tetradecyloxy)phenyl)sulfonyl)-6-(methylsulfinyl)quinoline C(C)N1CCN(CC1)C1CCN(CC1)C1CCN(CC1)C1=C(C=NC2=CC=C(C=C12)[S@@](=O)C)S(=O)(=O)C1=CC(=C(C=C1)OCCCCCCCCCCCCCC)F